4-(4-(4-(Chloromethyl)benzyl)piperazin-1-yl)-3-fluorobenzonitrile ClCC1=CC=C(CN2CCN(CC2)C2=C(C=C(C#N)C=C2)F)C=C1